4-(3-amino-1,2,4-triazin-6-yl)-2-fluoro-N-methylbenzamide NC=1N=NC(=CN1)C1=CC(=C(C(=O)NC)C=C1)F